2,6-bis(benzhydryl)-4-fluoroaniline C(C1=CC=CC=C1)(C1=CC=CC=C1)C1=C(N)C(=CC(=C1)F)C(C1=CC=CC=C1)C1=CC=CC=C1